CC=1N=C(N(C1)S(=O)(=O)N)C dimethyl-1H-imidazole-1-sulfonamide